mono-hydroxy ethyl terephthalate C(C1=CC=C(C(=O)OCC)C=C1)(=O)OO